1-methyl-3-phenethyl-5-(4-(pyrrolidine-1-yl)benzylidene)-2-selenoxoimidazolidine-4-on hydrochloride Cl.CN1C(N(C(C1=CC1=CC=C(C=C1)N1CCCC1)=O)CCC1=CC=CC=C1)=[Se]